C(C)OC(=O)C1C(=CCCC1(C)C)CC ethyl-2-ethyl-6,6-dimethylcyclohex-2-en-1-carboxylate